N(=[N+]=[N-])NC(CCC(CN=[N+]=[N-])[N+](=O)[O-])[N+](=O)[O-] 1,6-diazido-2,5-dinitroazahexane